((4-((3-hydroxycyclobutyl)amino)-1-(4-(trifluoromethoxy)phenyl)-1H-pyrazolo[3,4-b]pyridin-3-yl)methyl)carbamic acid tert-butyl ester C(C)(C)(C)OC(NCC1=NN(C2=NC=CC(=C21)NC2CC(C2)O)C2=CC=C(C=C2)OC(F)(F)F)=O